(NE,R)-N-[1-(5-fluoro-3,6-dimethyl-2-morpholino-4-oxo-quinazolin-8-yl)ethylidene]-2-methyl-propane-2-sulfinamide FC1=C2C(N(C(=NC2=C(C=C1C)\C(\C)=N\[S@](=O)C(C)(C)C)N1CCOCC1)C)=O